NN1C(=NN=C1CCC=1C=NC=CC1)SCC(=O)NC=1SC2=C(N1)C=CC=C2 2-((4-Amino-5-(2-(pyridine-3-yl)ethyl)-4H-1,2,4-triazol-3-yl)thio)-N-(benzothiazol-2-yl)acetamid